tert-Butyl N-[2-[(2S)-2-(tert-butoxycarbonylamino)-3-cyano-propyl]-5-chloro-3-methyl-thieno[3,2-b]pyridin-7-yl]-N-(2-furylmethyl)carbamate C(C)(C)(C)OC(=O)N[C@H](CC1=C(C2=NC(=CC(=C2S1)N(C(OC(C)(C)C)=O)CC=1OC=CC1)Cl)C)CC#N